C(#N)C[C@@H]1N(CCN(C1)C=1C2=C(N=C(N1)OC[C@@H]1N(CCC1)C)CN(CC2)C2=CC=CC1=CC=CC=C21)C(=O)OCC2=CC=CC=C2 benzyl (S)-2-(cyanomethyl)-4-(2-(((R)-1-methylpyrrolidin-2-yl)methoxy)-7-(naphthalen-1-yl)-5,6,7,8-tetrahydropyrido[3,4-d]pyrimidin-4-yl)piperazine-1-carboxylate